BrCC1=CN=C2C3=C(C(NC2=C1)=O)CCC3 3-(bromomethyl)-5,7,8,9-tetrahydro-6H-cyclopenta[c][1,5]naphthyridin-6-one